2-[(3R)-4-[1-(2,6-dioxo-3-piperidyl)-6-fluoro-3-methyl-2-oxo-benzimidazol-5-yl]-3-methyl-piperazin-1-yl]acetic acid O=C1NC(CCC1N1C(N(C2=C1C=C(C(=C2)N2[C@@H](CN(CC2)CC(=O)O)C)F)C)=O)=O